6-(4-(2-(3-(2-chlorophenyl)-5-cyclopropylisoxazol-4-yl)ethyl)piperazin-1-yl)-1-methyl-1H-indole-3-carboxylic acid ClC1=C(C=CC=C1)C1=NOC(=C1CCN1CCN(CC1)C1=CC=C2C(=CN(C2=C1)C)C(=O)O)C1CC1